C(C1=CC=CC=C1)OC=1C(=NC=CC1Br)C=O 3-(benzyloxy)-4-bromopyridinecarboxaldehyde